2-AMINO-3-NITROBENZALDEHYDE NC1=C(C=O)C=CC=C1[N+](=O)[O-]